O=C(CCCCCCCCCCC(=O)N[C@@H](CS)C(=O)O)CC N-(12-oxomyristoyl)cysteine